(4-(bis(4-methoxybenzyl)amino)-2-butoxyimidazo[2,1-f][1,2,4]triazin-7-yl)(4-(3-(dimethylamino)propoxy)-2-fluorophenyl)methanol COC1=CC=C(CN(C2=NC(=NN3C2=NC=C3C(O)C3=C(C=C(C=C3)OCCCN(C)C)F)OCCCC)CC3=CC=C(C=C3)OC)C=C1